FC1=CC=C(CN2C(=NC=3C2=NC(=CC3)C)CCC(=O)N[C@@H](C)C3=CC=C(C=C3)F)C=C1 3-[3-(4-Fluoro-benzyl)-5-methyl-3H-imidazo[4,5-b]pyridin-2-yl]-N-[(S)-1-(4-fluoro-phenyl)-ethyl]-propionamide